Phenyl 4-(4-{4-[(1R)-1-{[(R)-tert-butylsulfinyl]amino}ethyl]phenyl}tetrahydro-2H-pyran-4-yl)piperazine-1-carboxylate C(C)(C)(C)[S@@](=O)N[C@H](C)C1=CC=C(C=C1)C1(CCOCC1)N1CCN(CC1)C(=O)OC1=CC=CC=C1